BrC1=CC=C(C=C1)C=1N=NN(N1)CC=1C=C(N(N1)C1CC1)C(=O)OCC ethyl 5-[[5-(4-bromophenyl) tetrazol-2-yl] methyl]-2-cyclopropyl-pyrazole-3-carboxylate